FC(CN1C(=NC=2C1=NC(=CC2)C=2C=CN1N=C(N=C(C12)NCC)N[C@H]1C(CNCC1)(F)F)C)F (R)-5-(3-(2,2-Difluoroethyl)-2-methyl-3H-imidazo[4,5-b]pyridin-5-yl)-N2-(3,3-difluoropiperidin-4-yl)-N4-ethylpyrrolo[2,1-f][1,2,4]triazine-2,4-diamine